5-(3-methylimidazo[1,2-b]pyridazin-6-yl)-2-(3,3,3-trifluoropropyl)-7H-pyrrolo[2,3-d]pyrimidine CC1=CN=C2N1N=C(C=C2)C2=CNC=1N=C(N=CC12)CCC(F)(F)F